C1(=CC=CC=C1)[C@H]1CC[C@H]2N(CCN(C2)C(=O)C=2C(=C(OCC3=CC=C(C(=O)NC)C=C3)C=CC2)Cl)C1 4-[[3-[(7R,9aR)-7-phenyl-1,3,4,6,7,8,9,9a-octahydropyrido[1,2-a]pyrazine-2-carbonyl]-2-chlorophenoxy]methyl]-N-methylbenzamide